N[C@](C(=O)OC(C)C)(CC(C)(C)C)C1=CC=C(C=C1)C#C[Si](C)(C)C isopropyl (R)-2-amino-4,4-dimethyl-2-(4-((trimethylsilyl)ethynyl)phenyl)pentanoate